methylphosphinic acid CP(O)=O